Cl.ClC1=C(C=CC2=C3N(N=C12)CCNC3C)Cl 7,8-dichloro-1-methyl-1H,2H,3H,4H-pyrazino[1,2-b]indazole hydrochloride